Racemic-(2R,3R)-1,4-bis(2-(ethoxymethoxy)-3-iodophenyl)butane-2,3-diol C(C)OCOC1=C(C=CC=C1I)C[C@H]([C@@H](CC1=C(C(=CC=C1)I)OCOCC)O)O |r|